7-((4-((2-((tert-butyldimethylsilyl)oxy)ethyl)sulfonyl)phenyl)amino)-2,6-naphthyridin-1-ol [Si](C)(C)(C(C)(C)C)OCCS(=O)(=O)C1=CC=C(C=C1)NC1=NC=C2C=CN=C(C2=C1)O